triacontanoic amide C(CCCCCCCCCCCCCCCCCCCCCCCCCCCCC)(=O)N